propyl ((4-(aminomethyl)phenyl)(imino)methyl)carbamate trifluoroacetate salt FC(C(=O)O)(F)F.NCC1=CC=C(C=C1)C(=N)NC(OCCC)=O